(4R)-4-methyl-1,1-dioxo-3,4-dihydro-2H-5,1,2-benzoxathiazepin-7-ol C[C@@H]1CNS(C2=C(O1)C=C(C=C2)O)(=O)=O